C(C=C)[Si](O[Si](CC=C)(O[Si](C)(C)C)O[Si](C)(C)C)(O[Si](C)(C)C)O[Si](C)(C)C 1,3-diallyl-tetrakis(trimethylsiloxy)-disiloxane